diethyl ((3-bromo-5-(N-methylsulfamoyl)-7-(4,4,4-trifluorobutoxy)benzo[b]thiophen-2-yl)difluoromethyl)phosphonate BrC=1C2=C(SC1C(F)(F)P(OCC)(OCC)=O)C(=CC(=C2)S(NC)(=O)=O)OCCCC(F)(F)F